N,N-dipropyl-N-butyl-N-hexylammonium bis(trifluoromethanesulfonyl)imide [N-](S(=O)(=O)C(F)(F)F)S(=O)(=O)C(F)(F)F.C(CC)[N+](CCCCCC)(CCCC)CCC